[(2S,3S,4E,6S,7S,10S)-7,10-dihydroxy-2-[(2E,4E)-8-[4-(methoxymethyl)phenyl]-6-methylocta-2,4-dien-2-yl]-3,7-dimethyl-12-oxo-1-oxacyclododec-4-en-6-yl] acetate C(C)(=O)O[C@H]1/C=C/[C@@H]([C@H](OC(C[C@H](CC[C@]1(C)O)O)=O)\C(\C)=C\C=C\C(CCC1=CC=C(C=C1)COC)C)C